ClC1=C(CN2C(SC=C2)N2CCC(CC2)N2C[C@@H](CCC2)C)C=C(C=C1)F N-(2-chloro-5-fluorobenzyl)-2-[(3R)-3-methyl[1,4'-bipiperidin]-1'-yl]-1,3-thiazole